C(C1=CC=CC=C1)OP(=O)(OCC1=CC=CC=C1)OC1=C(C=C(COC(=O)N2C=CC3=CC=CC(=C23)F)C=C1)Cl 7-fluoro-1H-indole-1-carboxylic acid 4-((bis(benzyloxy) phosphoryl) oxy)-3-chlorobenzyl ester